5-(1-(1,3-difluoropropan-2-yl)-1H-benzo[d][1,2,3]triazol-6-yl)-N-((3R,4S)-3-fluoro-1-(oxetan-3-yl)piperidin-4-yl)-4-methoxypyrrolo[2,1-f][1,2,4]triazin-2-amine FCC(CF)N1N=NC2=C1C=C(C=C2)C=2C=CN1N=C(N=C(C12)OC)N[C@@H]1[C@@H](CN(CC1)C1COC1)F